N1C=NC2=C1C=C(C=C2)NC2=NC=C(C(=N2)C2=CNC1=C(C=CC=C21)NC([C@@H](COC)N2CCN(CC2)C)=O)F (R)-N-(3-(2-((1H-benzo[d]imidazol-6-yl)amino)-5-fluoropyrimidin-4-yl)-1H-indol-7-yl)-3-methoxy-2-(4-methylpiperazin-1-yl)propanamide